2,3-dihydrofuro[3,2-b]Pyridin-5-amine O1CCC2=NC(=CC=C21)N